N-(bis(2-(trifluoromethyl)phenyl)phosphaneyl)-N-methyl-1,1-bis(4-(tributylsilyl)phenyl)phosphanamine FC(C1=C(C=CC=C1)P(N(P(C1=CC=C(C=C1)[Si](CCCC)(CCCC)CCCC)C1=CC=C(C=C1)[Si](CCCC)(CCCC)CCCC)C)C1=C(C=CC=C1)C(F)(F)F)(F)F